O=C1CC=C(C=C1)C1=C(C(=CC=C1)N)N 4'-oxo-biphenyl-diamine